FC1=C(C=2C=NC(=NC2C=C1C1=C(C2=C(OCCN2)N=C1)C)NC=1C=NN(C1)C1CCNCC1)N 6-fluoro-7-(8-methyl-2,3-dihydro-1H-pyrido[2,3-b][1,4]oxazin-7-yl)-N~2~-[1-(piperidin-4-yl)-1H-pyrazol-4-yl]quinazoline-2,5-diamine